N-[(S)-1-(4-fluoro-3-methoxyphenyl)ethyl]-4-[(S)-5-methyl-1,4-diazepan-1-yl]-8-cyclopropyl-6-methyl-2-morpholino-1,7-diaza-3-naphthamide FC1=C(C=C(C=C1)[C@H](C)NC(=O)C=1C(=NC2=C(N=C(C=C2C1N1CCN[C@H](CC1)C)C)C1CC1)N1CCOCC1)OC